FC=1C=C(C=C(C1)F)[C@@H]1N(OCC1)C(=O)[C@@H]1[C@@H](CN(CC1)C1=NC=NC(=C1)[S@](=O)C)F ((R)-3-(3,5-difluorophenyl)isoxazolidin-2-yl)((3S,4R)-3-fluoro-1-(6-((R)-methylsulfinyl)pyrimidin-4-yl)piperidin-4-yl)methanone